ClC=1C(=C(OC=2C=C(C=NC2)CC2=C(C(=NC=C2)NS(NC)(=O)=O)F)C=CC1)F 4-[[5-(3-chloro-2-fluoro-phenoxy)-3-pyridyl]methyl]-3-fluoro-N-(methylsulfamoyl)pyridin-2-amine